(3S)-1-[2-[4-(2-chlorophenyl)-2-oxo-chromen-7-yl]oxypropanoyl]piperidine-3-carboxylic acid ClC1=C(C=CC=C1)C1=CC(OC2=CC(=CC=C12)OC(C(=O)N1C[C@H](CCC1)C(=O)O)C)=O